FC1=C(C=CC=C1[N+](=O)[O-])CNC 1-(2-Fluoro-3-nitrophenyl)-N-methylmethylamine